(5-methylpyridin-3-yl)(4-(phenyl(pyridin-2-yl)methyl)piperazin-1-yl)methanone CC=1C=C(C=NC1)C(=O)N1CCN(CC1)C(C1=NC=CC=C1)C1=CC=CC=C1